CC1=CC=C(C=C1)S(=O)(=O)O.NC/C(/COC1=CC2=C(N=C(O2)NCC=2C=NC(=CC2)C(F)(F)F)C=C1)=C\F (E)-6-((2-(amino-methyl)-3-fluoro-allyl)oxy)-N-((6-(trifluoromethyl)-pyridin-3-yl)-methyl)benzo[d]-oxazol-2-amine 4-methylbenzene-sulfonate